1-[6-[6-fluoro-5-[(6-methylpyridazin-3-yl)amino]benzimidazol-1-yl]-3-[(1S)-1-hydroxyethyl]-2-pyridinyl]-5-methyl-pyrazole-3-carbonitrile FC=1C(=CC2=C(N(C=N2)C2=CC=C(C(=N2)N2N=C(C=C2C)C#N)[C@H](C)O)C1)NC=1N=NC(=CC1)C